CC1(C(C(=CC2(CCN(C2)C=2C=NC=NC2)C1)C#N)=O)C 9,9-dimethyl-8-oxo-2-(pyrimidin-5-yl)-2-azaspiro[4.5]dec-6-ene-7-carbonitrile